C(C)(C)(C)OC(=O)NCCN(C=1N=C(N(C1C(=O)OC)CC1=CC=C(C=C1)Cl)OC1=CC(=CC=C1)OC(F)(F)F)C methyl 4-[(2-[[(tert-butoxy) carbonyl] amino] ethyl) (methyl) amino]-1-[(4-chlorophenyl) methyl]-2-[3-(trifluoromethoxy) phenoxy]-1H-imidazole-5-carboxylate